6-{[2-(1-methylpyrazol-4-yl)-4-pyridyl]oxy}-3-{[4-(trifluoromethyl)cyclohexyl]methyl}quinazolin-4-one CN1N=CC(=C1)C1=NC=CC(=C1)OC=1C=C2C(N(C=NC2=CC1)CC1CCC(CC1)C(F)(F)F)=O